N-(6-fluoropyridin-2-yl)-4-methylpyridin-2-sulfonamide FC1=CC=CC(=N1)NS(=O)(=O)C1=NC=CC(=C1)C